COC([C@@H](N(C(=O)N1C[C@@H](N(CC1)C(=O)C1[N@@](C1)C(C1=CC=CC=C1)(C1=CC=CC=C1)C1=CC=CC=C1)C)C)C(C)C)=O.C(CCCC)C=1NC2=CC=CC=C2C1C(C1=CC=C(C=C1)OC)=O Amyl-3-(4-methoxybenzoyl)indole methyl-N-methyl-N-((S)-3-methyl-4-((R)-1-tritylaziridine-2-carbonyl)piperazine-1-carbonyl)-L-valinate